3-[2-(2,6-dioxopiperidin-3-yl)-1,3-dioxoisoindol-5-yl]prop-2-ynal O=C1NC(CCC1N1C(C2=CC=C(C=C2C1=O)C#CC=O)=O)=O